N,N'-(1,6-hexanediyl)bis(behenamide) C(CCCCCNC(CCCCCCCCCCCCCCCCCCCCC)=O)NC(CCCCCCCCCCCCCCCCCCCCC)=O